3-(2,4-dichloro-5-fluorophenyl)N-(3-hydroxypropyl)-1H-pyrazole-5-carboxamide ClC1=C(C=C(C(=C1)Cl)F)C1=NNC(=C1)C(=O)NCCCO